N(=[N+]=[N-])CCOCC(COCCN=[N+]=[N-])(COCCN=[N+]=[N-])NC(=O)CCOCCOCCOCCOCCNC(OC(C)(C)C)=O tert-Butyl N-(14-{[1,3-bis(2-azidoethoxy)-2-[(2-azidoethoxy)methyl]propan-2-yl]carbamoyl}-3,6,9,12-tetraoxatetradecan-1-yl)carbamate